FC1N(CCCCC1)C(=O)[O-] fluoroazepane-1-carboxylate